CC1=CN=C(S1)NC1=NC(=CC(=C1)C)C1=CC(=CC=C1)[N+](=O)[O-] 5-methyl-N-(4-methyl-6-(3-nitrophenyl)pyridin-2-yl)thiazol-2-amine